tert-butyl 4-[8-methyl-2-[4-(4-methylpiperazin-1-yl)anilino]-7-oxo-pyrido[2,3-d]pyrimidin-6-yl]-4,7-diazaspiro[2.5]octane-7-carboxylate CN1C(C(=CC2=C1N=C(N=C2)NC2=CC=C(C=C2)N2CCN(CC2)C)N2C1(CC1)CN(CC2)C(=O)OC(C)(C)C)=O